C1=CC=CC=2C3=CC=CC=C3C(C12)COC(=O)N[C@@H](COCCC(C)C)C(=O)O N-(((9H-fluoren-9-yl)methoxy)carbonyl)-O-isopentyl-L-serine